N-(1-(3-chlorophenyl)-6-(2-methylbenzo[d]thiazol-5-yl)-1H-pyrazolo[3,4-d]pyrimidin-4-yl)-5-nitrothiophene-2-carboxamide ClC=1C=C(C=CC1)N1N=CC=2C1=NC(=NC2NC(=O)C=2SC(=CC2)[N+](=O)[O-])C=2C=CC1=C(N=C(S1)C)C2